O-(methyl-d3)-N-(2-((4-(pivaloyloxy)phenyl)sulfonamido)benzoyl)-D-serine C(OC[C@@H](NC(C1=C(C=CC=C1)NS(=O)(=O)C1=CC=C(C=C1)OC(C(C)(C)C)=O)=O)C(=O)O)([2H])([2H])[2H]